ClC=1C=C(C=CC1Cl)C=1N(C(=C(C(C1C(=O)O)=O)C=1C=[NH+]C=CC1)C)CC 2-(3,4-dichlorophenyl)-1-ethyl-6-methyl-4-oxo-5-pyridin-1-ium-3-yl-pyridine-3-carboxylic acid